2-amino-3,5-dichloro-4-(methoxycarbonyl)benzoic acid NC1=C(C(=O)O)C=C(C(=C1Cl)C(=O)OC)Cl